2-Chloro-N-((1-((4-fluorobenzyl)sulfonyl)piperidin-4-yl)methyl)acetamide ClCC(=O)NCC1CCN(CC1)S(=O)(=O)CC1=CC=C(C=C1)F